ClC=1C=CC=C2C3(C(NC12)=O)CC3 7'-Chlorospiro[cyclopropane-1,3'-indoline]-2'-one